ClC1=NC(=CC2=C1COC2(C)CC)Cl 4,6-dichloro-1-ethyl-1-methyl-1,3-dihydrofuro[3,4-c]pyridine